CN(CC(=O)N1CCN(CC1)C1=CC=C(C=C1)NC1=NC=C(C(=C1)NCCCN1CCOCCC1=O)C(F)(F)F)C 4-(3-((2-((4-(4-(dimethylglycyl)piperazin-1-yl)phenyl)amino)-5-(trifluoromethyl)pyridin-4-yl)amino)propyl)-1,4-oxazepan-5-one